3,3,3-trifluoro-2,2-dimethylpropan-1-one FC(C(C=O)(C)C)(F)F